FC1(CCC12CN(C2)C=2OC1=C(N2)C=CC(=C1)C(=O)N1C(=NC2=CC=CC=C2C1=O)N1CCNCC1)F 2-(7,7-Difluoro-2-azaspiro[3.3]heptan-2-yl)-1,3-benzoxazole-6-carbonyl[piperazin-1-yl]-3H-quinazolin-4-one